C(C)(C)(C)C=1C=C(C=C(C1O)C(C)(C)C)C(=O)C1=CC(=CC=C1)Br (3-bromophenyl) (3,5-di-tert-butyl-4-hydroxyphenyl) ketone